SC1=CC2=CC=CC(=C2C=C1)N 2-mercapto-5-amino-naphthalene